N(=[N+]=[N-])[C@@H]1[C@H]([C@H]([C@H](OC1)CO)O)O (2R,3R,4R,5S)-5-azido-2-(hydroxymethyl)tetrahydro-2H-pyran-3,4-diol